NC=1N=C2N(C=C(C=C2)C2=C3C=NNC3=C(C(=C2C)F)N(C)C)C1C(=O)[C@H]1[C@H](C1)F (2-amino-6-(7-(dimethylamino)-6-fluoro-5-methyl-1H-indazol-4-yl)imidazo[1,2-a]pyridin-3-yl)((1s,2s)-2-fluorocyclopropyl)methanone